OC1=C(N=NC2=CC(=CC=C12)I)C(=O)O 4-Hydroxy-7-iodocinnoline-3-carboxylic acid